(5-Fluoro-2,4-dioxo-3,4-dihydropyrimidin-1(2H)-yl)methyl (4-methoxyphenyl) carbonate C(OCN1C(NC(C(=C1)F)=O)=O)(OC1=CC=C(C=C1)OC)=O